COCCNC1=CC=C(C=C1)N N-(β-methoxyethyl)-para-phenylenediamine